N(=[N+]=[N-])C=1C=C(C(C(=O)NCCSSCCNC(C=2C(O)=CC(=CC2)N=[N+]=[N-])=O)=CC1)O Bis(β-[4-azidosalicylamido]-ethyl) disulfide